C1(CCC1)NC(C[C@H](CCN1CCCCC1)NC(=O)C1=NN(C(=C1)C1=C(C=CC=C1)OC(F)(F)F)C1CCCC1)=O (3S)-N-cyclobutyl-3-({1-cyclopentyl-5-[2-(trifluoromethoxy)phenyl]-1H-pyrazol-3-yl}formamido)-5-(piperidin-1-yl)pentanamide